5-(4-bromophenyl)-4-(3,4,5-trimethoxyphenyl)pyrimidine BrC1=CC=C(C=C1)C=1C(=NC=NC1)C1=CC(=C(C(=C1)OC)OC)OC